FC(CCCCCCC1=NOC(=N1)CC(C(=O)O)=C)(CF)F 2-((3-(7,7,8-trifluorooctyl)-1,2,4-oxadiazol-5-yl)methyl)acrylic acid